3-cyano-3-methylsulfonyl-piperidine-1-carboxylic acid tert-butyl ester C(C)(C)(C)OC(=O)N1CC(CCC1)(S(=O)(=O)C)C#N